C(C)C1C=C1CC=CCC(C=CC=CCC=CCC=CCCC(=O)O)O 18-(3-ethylcyclopropane-1-en-1-yl)-14-hydroxyoctadeca-4,7,10,12,16-pentaenoic acid